FC1=C(C(=CC(=C1)CCC)F)C#CC(C)(O)C 4-(2,6-difluoro-4-propylphenyl)-2-methylbut-3-yn-2-ol